N1C=CC2=CC(=CC=C12)C1=NC(=NO1)C1=CC=C(C=C1)[N+](=O)[O-] 5-(1H-Indol-5-yl)-3-(4-nitrophenyl)-1,2,4-oxadiazole